2-(Boc)-2-azaspiro[3.3]heptane-6-carboxylic acid C(=O)(OC(C)(C)C)N1CC2(C1)CC(C2)C(=O)O